ClC1=NC(=NC(=C1)N1CCOCC1)NC1CCC(CC1)(F)F 4-chloro-N-(4,4-difluorocyclohexyl)-6-morpholinopyrimidin-2-amine